2-[[(9S)-7-[4-(6-azaspiro[3.5]nonan-2-ylidenemethyl)phenyl]-4,5,13-trimethyl-3-thia-1,8,11,12-tetrazatricyclo[8.3.0.02,6]trideca-2(6),4,7,10,12-pentaen-9-yl]methyl]oxazole C1C(CC12CNCCC2)=CC2=CC=C(C=C2)C=2C=1C(=C(SC1N1C(=NN=C1[C@@H](N2)CC=2OC=CN2)C)C)C